CNS(=O)(=O)C1=CC(=C(C=C1)N1CCC2(CC2)CC1)C=1C2=C(C(N(C1)C([2H])([2H])[2H])=O)NC=C2 N-methyl-3-(6-trideuteromethyl-7-oxo-6,7-dihydro-1H-pyrrolo[2,3-c]pyridin-4-yl)-4-(6-aza-spiro[2.5]octan-6-yl)benzenesulfonamide